C(C)(C)(C)OC(C#CC(C1=CC=CC=C1)OC(C(C)=O)=O)=O 4-((2-oxopropionyl)oxy)-4-phenylbut-2-ynoic acid tert-butyl ester